FC1=C(CC2=NOC(=N2)C2=CC=CC(=N2)C(CS(=O)(=O)N)(C)O)C=C(C=C1)OC(F)(F)F 2-(6-(3-(2-fluoro-5-(trifluoromethoxy)benzyl)-1,2,4-oxadiazol-5-yl)pyridin-2-yl)-2-hydroxypropane-1-sulfonamide